CN1N=NC(=C1C=1C=C2C(=NC1)C1=C(N2[C@@H](C2CCOCC2)C2=CC=CC=C2)C(=NN1C)N)C (S)-6-(1,4-dimethyl-1H-1,2,3-triazol-5-yl)-1-methyl-4-(phenyl(tetrahydro-2H-pyran-4-yl)methyl)-1,4-dihydropyrazolo[3',4':4,5]pyrrolo[3,2-b]pyridin-3-amine